2-amino-4-(4-methoxyphenyl)-5-methylthiazole NC=1SC(=C(N1)C1=CC=C(C=C1)OC)C